dimethylbis(oleyl-oxy)stannane C[Sn](OCCCCCCCC\C=C/CCCCCCCC)(OCCCCCCCC\C=C/CCCCCCCC)C